(E)-1-(2-hydroxy-4,6-dimethoxyphenyl)-3-(thiophen-2-yl)prop-2-en-1-one OC1=C(C(=CC(=C1)OC)OC)C(\C=C\C=1SC=CC1)=O